FC1=C(C=CC(=C1)C)C1(CCNCC1)C 4-(2-fluoro-4-methylphenyl)-4-methylpiperidine